(RS)-2,4'-difluoro-α-(1H-1,2,4-triazol-1-ylmethyl)benzhydryl alcohol FC1=C([C@](C2=CC=C(C=C2)F)(CN2N=CN=C2)O)C=CC=C1 |r|